C(C)(C)(C)OC(=O)NC1=CC=C(C=N1)C1=CC=C(C(=O)O)C=C1 4-(6-(t-butoxycarbonylamino)pyridin-3-yl)benzoic acid